NC1COC2=C1C=CC=C2C2=NC=CC1=C2CN(C1=O)C1=NC(=NC(=C1)C)N1CC(CC1)N 4-(3-amino-2,3-dihydrobenzofuran-7-yl)-2-(2-(3-aminopyrrolidin-1-yl)-6-methylpyrimidin-4-yl)-2,3-dihydro-1H-pyrrolo[3,4-c]pyridin-1-one